C1=CC=CC=2C3=CC=CC=C3C(C12)COC(=O)NCC1=C2CC(CN(C2=CC=C1)C1=CC=C(C=C1)C(F)(F)F)NC(OC(C)(C)C)=O tert-butyl (5-(((((9H-fluoren-9-yl)methoxy)carbonyl)amino)methyl)-1-(4-(trifluoromethyl)phenyl)-1,2,3,4-tetrahydroquinolin-3-yl)carbamate